OC(CCC=1N=C2N(C=C(C(=C2)C(=O)N)NC(=O)C2=NC(=CC=C2)C(F)(F)F)C1)(C)C 2-(3-hydroxy-3-methyl-butyl)-6-[[6-(trifluoromethyl)pyridine-2-carbonyl]amino]imidazo[1,2-a]pyridine-7-carboxamide